BrCCCSC1=C(C=CC=C1)N1N=CC=C1 (2-((3-bromopropyl)thio)phenyl)-1H-pyrazole